3-[2,5-difluoro-4-(4-piperidinyl)phenyl]piperidine-2,6-dione FC1=C(C=C(C(=C1)C1CCNCC1)F)C1C(NC(CC1)=O)=O